methyl 6-(1-(tert-butoxycarbonyl)piperidin-4-yl)-4-(3-fluoro-2-methylphenyl)-2-(thiazol-2-yl)-1,4-dihydropyrimidine-5-carboxylate C(C)(C)(C)OC(=O)N1CCC(CC1)C1=C(C(N=C(N1)C=1SC=CN1)C1=C(C(=CC=C1)F)C)C(=O)OC